ClC(C1=NC(=NO1)C1=CC=2N(C=C1)C=C(N2)C(=O)N=S(=O)(C)C2=C(C=C(C=C2)F)F)(F)F 7-(5-(chlorodifluoromethyl)-1,2,4-oxadiazol-3-yl)-N-((2,4-difluorophenyl)(methyl)(oxo)-λ6-sulfaneylidene)imidazo[1,2-a]pyridine-2-carboxamide